methyl 5-cyclobutyl-2-(difluoromethoxy)pyridine-3-carboxylate C1(CCC1)C=1C=C(C(=NC1)OC(F)F)C(=O)OC